[Si](C)(C)(C(C)(C)C)O[C@@H]1CC(N(C1)C(=O)O)C1=C(C=CC(=C1)F)OC (4R)-4-(tert-butyldimethylsilyloxy)-2-(5-fluoro-2-methoxyphenyl)pyrrolidine-1-carboxylic acid